(R)-2-(4-(4-(4-(((1-(2-chlorophenyl)ethoxy)carbonyl)amino)-3-methyl-isoxazol-5-yl)-2-oxabicyclo[2.2.2]octan-1-yl)phenyl)acetic acid ClC1=C(C=CC=C1)[C@@H](C)OC(=O)NC=1C(=NOC1C12COC(CC1)(CC2)C2=CC=C(C=C2)CC(=O)O)C